2-[5-chloro-4-methyl-2-[(6-oxo-1H-pyridazin-3-yl)methoxy]phenyl]-2-methylpropanenitrile ClC=1C(=CC(=C(C1)C(C#N)(C)C)OCC1=NNC(C=C1)=O)C